(4-Methylpiperazin-1-yl)(2-(4-(2-(6-methylpyridin-2-yl)-6,7-dihydro-5H-pyrrolo[1,2-a]imidazol-3-yl)pyridin-2-yl)-4,6-dihydropyrrolo[3,4-d]imidazol-5(1H)-yl)ketone CN1CCN(CC1)N1C(=NC2=C1CN(C2)C(=O)N2CC=1N(C(=NC1C2)C2=NC=CC(=C2)C2=C(N=C1N2CCC1)C1=NC(=CC=C1)C)N1CCN(CC1)C)C1=NC=CC(=C1)C1=C(N=C2N1CCC2)C2=NC(=CC=C2)C